ClC=1C=C(OC2CCC(CC2)NC(=O)C=2C=NC(=NC2)N2CCC(CC2)C=O)C=CC1C#N N-((1r,4r)-4-(3-Chloro-4-cyanophenoxy)cyclohexyl)-2-(4-formylpiperidin-1-yl)pyrimidine-5-carboxamide